C(CCCCCCC\C=C/CCCCCCCC)CS(=O)(=O)O (Z)-octadec-9-en-1-ylmethanesulfonic acid